OC1CCC(N(C1)C(=O)O)C(=O)O 5-hydroxy-piperidine-1,2-dicarboxylic acid